ClC1=CC(=NC=N1)N1C[C@@H]([C@H](CC1)N1CC2=CC=CC=C2CC1)O (3S,4S)-1-(6-chloropyrimidin-4-yl)-4-(3,4-dihydroisoquinolin-2(1H)-yl)piperidin-3-ol